2-Amino-5-bromo-4-methylbenzoic acid NC1=C(C(=O)O)C=C(C(=C1)C)Br